2-Fluoro-1-iodo-3-methoxy-5-(4-(trifluoromethyl)phenoxy)-benzene FC1=C(C=C(C=C1OC)OC1=CC=C(C=C1)C(F)(F)F)I